N6-(2-amino-2-phenyl-propyl)-1-methyl-N4-[4-(trifluoromethyl)phenyl]pyrazolo[3,4-d]pyrimidine-4,6-diamine NC(CNC1=NC(=C2C(=N1)N(N=C2)C)NC2=CC=C(C=C2)C(F)(F)F)(C)C2=CC=CC=C2